N-iso-Pentyl-3-methyl-2-oxo-6-(pyridin-3-yl)-2,3-dihydro-1H-imidazo[4,5-b]pyridine-1-carboxamide C(CC(C)C)NC(=O)N1C(N(C2=NC=C(C=C21)C=2C=NC=CC2)C)=O